Methyl (2S,4S)-1-Boc-4-aminopyrrolidine-2-carboxylate hydrochloride Cl.C(=O)(OC(C)(C)C)N1[C@@H](C[C@@H](C1)N)C(=O)OC